tert-Butyl (4-(8-(3-(trifluoromethyl)phenyl)-1,3,4,5-tetrahydro-2H-1,5-methanobenzo[c]azepin-2-yl)cyclohexyl)carbamate FC(C=1C=C(C=CC1)C=1C=CC2=C(C3N(CCC2C3)C3CCC(CC3)NC(OC(C)(C)C)=O)C1)(F)F